FC1=NC=C(C(=N1)F)B(O)O 2,4-DIFLUOROPYRIMIDIN-5-YLBORONIC ACID